C(C)(=O)N1CCC(CC1)N(CC(C)(O)C1=CC=C2[C@](N(C(C2=C1)=O)CC1=NC=C(C=C1)Cl)(OC)C1=CC=C(C=C1)Cl)C (3R)-6-{1-[(1-acetylpiperidin-4-yl)(methyl)amino]-2-hydroxypropan-2-yl}-3-(4-chlorophenyl)-2-[(5-chloropyridin-2-yl)methyl]-3-methoxy-2,3-dihydro-1H-isoindol-1-one